ClC1=NC(=NC(=C1C)N1CCC(CC1)OC1=CC=C(C=C1)OC)SC 4-chloro-6-(4-(4-methoxyphenoxy)piperidin-1-yl)-5-methyl-2-(methylthio)pyrimidine